(E)-3-(4-(6-(((1S,4S,5R)-2-azabicyclo[2.2.2]octan-5-yl)(methyl)amino)pyridazin-3-yl)-3-hydroxyphenyl)-N-methylacrylamide [C@@H]12NC[C@@H]([C@@H](C1)N(C1=CC=C(N=N1)C1=C(C=C(C=C1)/C=C/C(=O)NC)O)C)CC2